diisopropyl-(3,3,4,4,5,5,6,6,6-nonafluorohexyl)silane C(C)(C)[SiH](CCC(C(C(C(F)(F)F)(F)F)(F)F)(F)F)C(C)C